C(C)OC(C(=O)N(CC1=CC=C(C=C1)C1=NOC(=N1)C(F)(F)F)OC)=O N-methoxy-N-[4-(5-trifluoromethyl-[1,2,4]oxadiazol-3-yl)-benzyl]-oxamic acid ethyl ester